sodium 2,3-bis((((benzyloxy)carbonyl)-L-leucyl)oxy)propyl ((R)-2,3-bis(tetradecanoyloxy)propyl) phosphate P(=O)(OCC(COC([C@@H](NC(=O)OCC1=CC=CC=C1)CC(C)C)=O)OC([C@@H](NC(=O)OCC1=CC=CC=C1)CC(C)C)=O)(OC[C@@H](COC(CCCCCCCCCCCCC)=O)OC(CCCCCCCCCCCCC)=O)[O-].[Na+]